(S)-N-((R)-2,2-difluoro-1-(4-(1-isopropyl-4-(trifluoromethyl)-1H-imidazol-2-yl)phenyl)ethyl)-2-methylpropan-2-sulfinamide FC([C@@H](C1=CC=C(C=C1)C=1N(C=C(N1)C(F)(F)F)C(C)C)N[S@@](=O)C(C)(C)C)F